6-(2-(1-Cyanopyrrolidin-2-yl)benzo[d]oxazol-6-yl)picolinonitrile C(#N)N1C(CCC1)C=1OC2=C(N1)C=CC(=C2)C2=CC=CC(=N2)C#N